C(CCCC)NC(=O)N(CCC)CCC N-pentyl-N',N'-dipropylurea